di-n-octyl-2,3-dichloro-maleic acid C(CCCCCCC)OC(\C(=C(/C(=O)OCCCCCCCC)\Cl)\Cl)=O